1-bromo-4-chloro-2,6-diiodobenzene BrC1=C(C=C(C=C1I)Cl)I